CS(=O)(=O)C1=CC=C(C=C1)C1=CC=CC=2N1N=C(N2)NC2=CC=C(C=C2)N2CCN(CC2)C(CCCCCCC2=CC=C1CN(C(C1=C2)=O)C2C(NC(CC2)=O)=O)=O 3-(6-(7-(4-(4-((5-(4-(methylsulfonyl)phenyl)-[1,2,4]triazolo[1,5-a]pyridin-2-yl)amino)phenyl)piperazin-1-yl)-7-oxoheptyl)-1-oxoisoindolin-2-yl)piperidine-2,6-dione